(E)-3-(2,6-dichloro-3,5-dimethoxyphenyl)-7-((3,5-difluorophenyl)-amino)-1-(1-(4-(dimethylamino)but-2-enoyl)piperidin-4-yl)-3,4-dihydro-pyrimido[4,5-d]pyrimidin-2(1H)-one ClC1=C(C(=C(C=C1OC)OC)Cl)N1C(N(C2=NC(=NC=C2C1)NC1=CC(=CC(=C1)F)F)C1CCN(CC1)C(\C=C\CN(C)C)=O)=O